Tert-butyl N-[(1S)-1-[(2S,4R)-2-[(4-ethynylphenyl)methylcarbamoyl]-4-hydroxy-pyrrolidine-1-carbonyl]-2,2-dimethyl-propyl]carbamate C(#C)C1=CC=C(C=C1)CNC(=O)[C@H]1N(C[C@@H](C1)O)C(=O)[C@H](C(C)(C)C)NC(OC(C)(C)C)=O